C1(CC1)CN[C@@H]1[C@H](C(N([C@H]1C1=CC=CC=C1)C=1C=C2C=NN(C2=CC1)C1=CC=C(C=C1)F)=O)C |r| rac-(3R,4R,5S)-4-(cyclopropylmethylamino)-1-[1-(4-fluorophenyl)indazol-5-yl]-3-methyl-5-phenylpyrrolidin-2-one